3-{[3-(trifluoromethyl)benzyl]oxy}azetidine-1-carboxamide FC(C=1C=C(COC2CN(C2)C(=O)N)C=CC1)(F)F